(S)-quinuclidin-3-yl 1-(2-oxopiperidin-4-yl)-3,4-dihydroisoquinoline-2(1H)-carboxylate O=C1NCCC(C1)C1N(CCC2=CC=CC=C12)C(=O)O[C@@H]1CN2CCC1CC2